5-(1-ethylcyclohexyloxycarbonyl-methyloxycarbonyl)-bicyclo[2.2.1]Hept-2-ene C(C)C1(CCCCC1)OC(=O)COC(=O)C1C2C=CC(C1)C2